(±)-7-(Cyclopropylamino)-5-((4-(difluoromethoxy)-3-((methylsulfinyl)methyl)phenyl)amino)pyrazolo[1,5-a]pyrimidine-3-carbonitrile C1(CC1)NC1=CC(=NC=2N1N=CC2C#N)NC2=CC(=C(C=C2)OC(F)F)C[S@](=O)C |r|